tert-butyl 1'-(4-((4-fluoro-2-methoxy-5-nitrophenyl)amino)-1,3,5-triazin-2-yl)-5'-methyl-1',2'-dihydrospiro[pyrrolidin-3,3'-pyrrolo[3,2-b]pyridin]-1-carboxylate FC1=CC(=C(C=C1[N+](=O)[O-])NC1=NC(=NC=N1)N1CC2(C3=NC(=CC=C31)C)CN(CC2)C(=O)OC(C)(C)C)OC